2-(sec-butyl)-N-cyano-3-oxo-3,4-dihydropyrido[3,4-b]pyrazine C(C)(CC)C1N(C2=C(NC1=O)C=NC=C2)C#N